2-methyl-1-buten-3-one CC(=C)C(C)=O